FC1=C(C(=O)C2=CNC3=C2C2=C(NC(C(N2)(C)COC)=O)C=N3)C=CC(=C1)OC1=NC=CC(=C1)C 9-(2-fluoro-4-((4-methylpyridin-2-yl)oxy)benzoyl)-2-(methoxymethyl)-2-methyl-1,2,4,7-tetrahydro-3H-pyrrolo[3',2':5,6]Pyrido[3,4-b]Pyrazin-3-one